(R)-3-(1-((7-methoxy-2-methyl-6-(piperazin-1-yl)quinazolin-4-yl)amino)ethyl)-2-methyl-Benzonitrile COC1=C(C=C2C(=NC(=NC2=C1)C)N[C@H](C)C=1C(=C(C#N)C=CC1)C)N1CCNCC1